helium oxygen [O].[He]